FC(C(=O)O)(F)F.NC1CCC(CC1)NCC(C1=CC=CC=C1)C=1C=CC(=C(C1)C=1C(=CC=C(C1F)OCCOC)C(=O)NC)Cl 5'-(2-(((1r,4r)-4-Aminocyclohexyl)amino)-1-phenylethyl)-2'-chloro-6-fluoro-5-(2-methoxyethoxy)-N-methyl-[1,1'-biphenyl]-2-carboxamide trifluoroacetate